6-chloro-N-(3-methyl-4-((2-methylbenzo[d]thiazol-5-yl)oxy)phenyl)pyrido[3,2-d]pyrimidin-4-amine ClC=1C=CC=2N=CN=C(C2N1)NC1=CC(=C(C=C1)OC=1C=CC2=C(N=C(S2)C)C1)C